lithium 1-(1-(tert-butoxycarbonyl) piperidin-3-yl)-1H-pyrazole-5-carboxylate C(C)(C)(C)OC(=O)N1CC(CCC1)N1N=CC=C1C(=O)[O-].[Li+]